(S)-1-((R)-2-amino-5-oxo-5-pyrrolidin-1-yl-pentanoyl)-4-(4-trifluoromethoxy-benzyl)-pyrrolidine-2-carboxylic acid (1-methyl-1H-benzotriazol-5-ylmethyl)-amide CN1N=NC2=C1C=CC(=C2)CNC(=O)[C@H]2N(CC(C2)CC2=CC=C(C=C2)OC(F)(F)F)C([C@@H](CCC(N2CCCC2)=O)N)=O